N-(1-cyclohexyl-3-(10,11-dihydro-5H-dibenzo[b,f]azepin-5-yl)-2-methylpropyl)-4-methylbenzenesulfonamide C1(CCCCC1)C(C(CN1C2=C(CCC3=C1C=CC=C3)C=CC=C2)C)NS(=O)(=O)C2=CC=C(C=C2)C